C1(=CC=CC=C1)B1OC(C(O1)(C)C)(C)C 2-phenyl-4,4,5,5-tetramethyl-1,3,2-dioxaborolan